methyl 3,3-dimethyl-4-oxobutanoate CC(CC(=O)OC)(C=O)C